OC=1C=C(C=C(C1)O)CCCC 1-(3,5-Dihydroxyphenyl)Butane